titanium (IV) isopropanolate C(C)(C)[O-].[Ti+4].C(C)(C)[O-].C(C)(C)[O-].C(C)(C)[O-]